4-(3-bromophenyl)dibenzofuran ((2S,5R)-2-isopropyl-5-methylcyclohexane-1,1-diyl)bis(methylene)diacetate C(C)(C)[C@H]1C(C[C@@H](CC1)C)(CCC(=O)O)CCC(=O)O.BrC=1C=C(C=CC1)C1=CC=CC2=C1OC1=C2C=CC=C1